ClC1=C(C=C(C=O)C=C1F)F 4-chloro-3,5-difluorobenzaldehyde